1-(benzyloxy)-2-bromobenzene C(C1=CC=CC=C1)OC1=C(C=CC=C1)Br